tert-butyl (2-(1-(1,1-difluoroethyl)cyclopropane-1-carboxamido)-2-iminoethyl)carbamate FC(C)(F)C1(CC1)C(=O)NC(CNC(OC(C)(C)C)=O)=N